ClC1=C(CCOCCN(C(OCC2=CC=C(C=C2)NC([C@H](C)NC(C(C)N)=O)=O)=O)C)C=CC(=C1)NC(=O)NCC=1C=C2CN(C(C2=CC1)=O)C1C(NC(CC1)=O)=O 4-((S)-2-((1S)-2-aminopropanamido)propanamido)benzyl (2-(2-chloro-4-(3-((2-(2,6-dioxopiperidin-3-yl)-1-oxoisoindolin-5-yl)methyl)ureido)phenethoxy)ethyl)(methyl)carbamate